tert-butyl ((3R,6S)-6-formyltetrahydro-2H-pyran-3-yl)carbamate C(=O)[C@@H]1CC[C@H](CO1)NC(OC(C)(C)C)=O